ClC1=C(C(=CC=C1)F)CC(=O)NC1=CC(=NC=C1)N(C(C)=O)C1=C(C(=C(C=C1)F)C)C N-{4-[2-(2-chloro-6-fluorophenyl)acetamido]pyridin-2-yl}-N-(4-fluoro-2,3-dimethylphenyl)acetamide